ClC1=C(C=C(C=C1)N1CC(C2=NC(=CC=C21)C(=O)N2C(CN(CC2)C=2SC(=C(N2)C)C(=O)OCC)(C)C)(C)C)F ethyl 2-(4-(1-(4-chloro-3-fluorophenyl)-3,3-dimethyl-2,3-dihydro-1H-pyrrolo[3,2-b]pyridine-5-carbonyl)-3,3-dimethylpiperazin-1-yl)-4-methylthiazole-5-carboxylate